C12(CC3CC(CC(C1)C3)C2)CN2N=CC(=C2C)C2=C(C=3N(C=C2)C(=CN3)NC3=C(C=CC(=C3)N3CCN(CC3)C(=O)OCC3=CC=CC=C3)C(=O)OC(C)(C)C)C(=O)OC methyl 7-(1-(adamantan-1-ylmethyl)-5-methyl-1H-pyrazol-4-yl)-3-((5-(4-((benzyloxy)carbonyl)piperazin-1-yl)-2-(tert-butoxycarbonyl)phenyl)amino)imidazo[1,2-a]pyridine-8-carboxylate